4-(3-methoxyphenyl)-4-methylpyrrolidin-2-one COC=1C=C(C=CC1)C1(CC(NC1)=O)C